(2S,3S)-N-(4-(5-heptyl-1,2,4-oxadiazol-3-yl)benzyl)-3-hydroxypyrrolidine-2-carboxamide C(CCCCCC)C1=NC(=NO1)C1=CC=C(CNC(=O)[C@H]2NCC[C@@H]2O)C=C1